ClC1=CC=C2C=NN=C(C2=C1)C(C(=O)O)C(=O)O.ClC1=CC=C(OC2=CC(=C(C=C2)C(C)=O)C(F)(F)F)C=C1 1-[4-(4-chlorophenoxy)-2-(trifluoromethyl)phenyl]ethanone 2-(7-chlorophthalazin-1-yl)malonate